methanesulfonic acid 2-amino-1-(4-fluorophenyl)-2-oxoethyl ester NC(C(C1=CC=C(C=C1)F)OS(=O)(=O)C)=O